ClC=1C(=NC(=NC1)N1CCC(CC1)(F)F)NC1=CC=2C3=C(C(N(C2N=C1)C)=O)OCC[C@@H](N3)C3CC3 (R)-10-((5-chloro-2-(4,4-difluoropiperidin-1-yl)pyrimidin-4-yl)amino)-2-cyclopropyl-7-methyl-1,2,3,4-tetrahydro-[1,4]oxazepino[2,3-c][1,8]naphthyridin-6(7H)-one